FC(=C1CC(C1)C(=O)O)F 3-(difluoromethylene)cyclobutane-1-carboxylic acid